ClC=1C(=NC=CC1N1CCN(CC1)S(=O)(=O)C)NCC1=CC=C(C=C1)OC chloro-N-(4-methoxybenzyl)-4-(4-(methylsulfonyl)piperazin-1-yl)pyridin-2-amine